3-ETHOXY-4-FLUOROBENZALDEHYDE C(C)OC=1C=C(C=O)C=CC1F